(E)-N-(4-cyano-3-(trifluoromethyl)phenyl)-3-(4-fluoro-1H-pyrazol-1-yl)acrylamide C(#N)C1=C(C=C(C=C1)NC(\C=C\N1N=CC(=C1)F)=O)C(F)(F)F